2,3,4,5-tetrakis(3-(tert-butyl)-9H-carbazol-9-yl)-6-(1-phenyl-1H-benzo[d]imidazol-2-yl)benzonitrile C(C)(C)(C)C=1C=CC=2N(C3=CC=CC=C3C2C1)C1=C(C#N)C(=C(C(=C1N1C2=CC=CC=C2C=2C=C(C=CC12)C(C)(C)C)N1C2=CC=CC=C2C=2C=C(C=CC12)C(C)(C)C)N1C2=CC=CC=C2C=2C=C(C=CC12)C(C)(C)C)C1=NC2=C(N1C1=CC=CC=C1)C=CC=C2